N-(1-(3-aminophenyl)ethyl)-2-ethoxy-5-isobutyrylaminobenzamide NC=1C=C(C=CC1)C(C)NC(C1=C(C=CC(=C1)NC(C(C)C)=O)OCC)=O